FC1CC(C1)(C1=NC=CC=C1F)CNC1=NC=C(C=N1)C1=CC(NC(N1)=O)=O 6-[2-({[3-fluoro-1-(3-fluoro(2-pyridyl))cyclobutyl]methyl}amino)pyrimidin-5-yl]-1,3-dihydropyrimidine-2,4-dione